FC1=C(C(=CC(=C1)CNC1=NC(=CC(=C1)OC)C)O)N1CC(NS1(=O)=O)=O 5-(2-fluoro-6-hydroxy-4-(((4-methoxy-6-methylpyridin-2-yl)amino)methyl)phenyl)-1,2,5-thiadiazolidin-3-one 1,1-dioxide